[methyl(3-sulfanylpropanoyl)amino]propanoate CN(C(CCS)=O)C(C(=O)[O-])C